C(#N)NC1CC(C1)C(=O)NC=1SC(=CN1)[C@@H]1[C@H](CCCC1)C(F)(F)F (1r,3r)-3-(cyanoamino)-N-{5-[(1S,2S)-2-(trifluoromethyl)cyclohexyl]-1,3-thiazol-2-yl}cyclobutane-1-carboxamide